C(C(=C)C)(=O)O.CCCC=CCCCCC 4-decene methacrylate